ClC=1C=C(C=CC1C=1N(C2=NC=NC(=C2N1)OC1(CC1)C)CC1=NC=CC(=C1)C)N1C(CNCC1)=O 1-(3-chloro-4-(6-(1-methylcyclopropoxy)-9-((4-methylpyridin-2-yl)methyl)-9H-purin-8-yl)phenyl)piperazin-2-one